C(C)NC(=O)C1=NOC(=C1)C1=C(C=C(C(=C1)CCC1=CC=CC=C1)OCC1=CC=CC=C1)OCC1=CC=CC=C1 5-(2,4-Bis-benzyloxy-5-phenethylphenyl)-isoxazole-3-carboxylic Acid Ethylamide